N1,N4-bis([1,1'-biphenyl]-4-yl)-N1-(4-(9-phenyl-9H-carbazol-3-yl)phenyl)-N4-(4-(9-phenyl-9H-pyrido[2,3-b]indol-6-yl)phenyl)benzene-1,4-diamine C1(=CC=C(C=C1)N(C1=CC=C(C=C1)N(C1=CC=C(C=C1)C=1C=C2C3=C(N(C2=CC1)C1=CC=CC=C1)N=CC=C3)C3=CC=C(C=C3)C3=CC=CC=C3)C3=CC=C(C=C3)C=3C=CC=1N(C2=CC=CC=C2C1C3)C3=CC=CC=C3)C3=CC=CC=C3